tert-Butyl 3-{[({[(2S,5R)-6-hydroxy-7-oxo-1,6-diazabicyclo[3.2.1]oct-2-yl] carbonyl}amino)oxy]methyl}azetidine-1-carboxylate ON1[C@@H]2CC[C@H](N(C1=O)C2)C(=O)NOCC2CN(C2)C(=O)OC(C)(C)C